C(C)(C)(C)OC(=O)C=1NC2=CC=CC(=C2C1)NC([C@H](CC1=CC=C(C=C1)N1C(CN(CC1)CCOCC)=O)N)=O (S)-4-(2-amino-3-(4-(4-(2-ethoxyethyl)-2-oxopiperazin-1-yl)phenyl)propanamido)-1H-indole-2-oic acid tert-butyl ester